NCCN(CCN)CC=1C(=C(C=2C(C3=CC=CC=C3C(C2C1)=O)=O)O)O 3-((bis(2-aminoethyl)amino)methyl)-1,2-dihydroxyanthracene-9,10-dione